C(CCC)(=O)OCCCCCCCC\C=C\C=C (E)-9,11-Dodecadienyl butanoate